CN1C=C(C2=CC=CC=C12)C=1C(NC(C1C1=CN(C2=CC=C(C=C12)[N+](=O)[O-])CCCO)=O)=O 3-(1-methylindol-3-yl)-4-[1-(3-hydroxypropyl)-5-nitroindol-3-yl]-1H-pyrrole-2,5-dione